FC(CO)(CN1[C@@H](C=2NC3=CC=CC=C3C2C[C@H]1C)C=1SC(=CC1F)OC1CN(C1)CCCF)F 2,2-Difluoro-3-((1S,3R)-1-(3-fluoro-5-((1-(3-fluoropropyl)azetidin-3-yl)oxy)thiophen-2-yl)-3-methyl-1,3,4,9-tetrahydro-2H-pyrido[3,4-b]indol-2-yl)propan-1-ol